3-pent-4-yN-1-yl-3H-purin-6-amine C(CCC#C)N1C=NC(=C2N=CN=C12)N